(S)-ethyl 1-(3-(2,2,2-trifluoro-1-phenylethyl)ureido)cyclopropanecarboxylate FC([C@H](C1=CC=CC=C1)NC(NC1(CC1)C(=O)OCC)=O)(F)F